COC1=CC=2C(C3=CC(=CC=C3C2C=C1)OC)NC(=O)C=1C(NC(=CC1)C(F)(F)F)=O N-(2,7-dimethoxy-9H-fluoren-9-yl)-2-oxo-6-(trifluoromethyl)-1,2-dihydropyridine-3-carboxamide